3,4,5-trifluoro-N-methylbenzamide FC=1C=C(C(=O)NC)C=C(C1F)F